(2S,4R)-1-((S)-2-amino-3,3-dimethylbutanoyl)-4-hydroxy-N-(4-(1-methyl-1H-pyrazol-5-yl)benzyl)pyrrolidine-2-carboxamide N[C@H](C(=O)N1[C@@H](C[C@H](C1)O)C(=O)NCC1=CC=C(C=C1)C1=CC=NN1C)C(C)(C)C